C(C)(C)(C)OC(=O)N[C@H](C(=O)OC)CCC(=O)C1=C(C=CC=C1)Cl methyl (S)-2-((tert-butoxycarbonyl) amino)-5-(2-chlorophenyl)-5-oxopentanoate